F[C@H](C(=O)OCC)[C@@H](C1=CC=CC=C1)O ethyl (2S,3R)-2-fluoro-3-hydroxy-3-phenylpropionate